4'H,6'H-spiro[cyclopentane-1,5'-pyrrolo[1,2-c][1,2,3]triazole]-3'-carboxamide N1=NC(=C2N1CC1(C2)CCCC1)C(=O)N